OC1(CCC1)CNC(=O)C=1C(N(N=C(C1)C1=CC=C(C=C1)C(F)(F)F)C=1C=NSC1)=O N-[(1-Hydroxycyclobutyl)methyl]-3-oxo-2-(1,2-thiazol-4-yl)-6-[4-(trifluoromethyl)phenyl]-2,3-dihydropyridazine-4-carboxamide